ClC1=C(C(OC2=CC=C(C=C12)C)=O)C=O 4-CHLORO-3-FORMYL-6-METHYLCOUMARIN